Cyclopropyl-pyrrolo-indole C1(CC1)C1=NC2=C3C(C=CC2=C1)=NC=C3